FC(C(C(C(F)(F)F)(F)F)(F)F)(N(C(F)(F)F)C(C(C(C(F)(F)F)(F)F)(F)F)(F)F)F 1,1,2,2,3,3,4,4,4-nonafluoro-N-(nonafluorobutyl)-N-(trifluoromethyl)butan-1-amine